4-{[2-(3-{[4-methanesulfonyl-2-(trifluoromethoxy)phenyl]amino}prop-1-yn-1-yl)-1-(2,2,2-trifluoroethyl)-1H-indol-4-yl]amino}-1λ6-thiane-1,1-dione CS(=O)(=O)C1=CC(=C(C=C1)NCC#CC=1N(C2=CC=CC(=C2C1)NC1CCS(CC1)(=O)=O)CC(F)(F)F)OC(F)(F)F